N1=C2C=3C(=NC=CC3N=C1)OCC1N2C(CCC1)C#N 8,8a,9,10,11,12-hexahydro-7-oxa-1,3,6,12a-tetraazabenzo[4,5]cyclohepta[1,2,3-de]naphthalene-12-carbonitrile